N-(2-hydroxyethyl)-N-methyl-ammonium methylsulfate COS(=O)(=O)[O-].OCC[NH2+]C